methyl (S)-6-bromo-2-((tert-butoxycarbonyl)amino)hexanoate BrCCCC[C@@H](C(=O)OC)NC(=O)OC(C)(C)C